IN1S(=O)(=O)C2=CC=CC=C2C1=O N-iodosaccharin